3-Methylbiphenyl CC=1C=C(C=CC1)C1=CC=CC=C1